1-cyclopropyl-7-fluoro-9-methyl-4-oxo-4H-quinolizine-3-carboxylic acid C1(CC1)C=1C=C(C(N2C=C(C=C(C12)C)F)=O)C(=O)O